2,2',2''-((((1,3,5-triazine-2,4,6-triyl)tris(azanediyl))tris(benzene-3,1-diyl))tris(oxy))triethanol N1=C(N=C(N=C1NC=1C=C(C=CC1)OCCO)NC=1C=C(C=CC1)OCCO)NC=1C=C(C=CC1)OCCO